4-(4-(1-methyl-1H-indol-5-yl)phenyl)-N-(pyridin-3-yl)butanamide CN1C=CC2=CC(=CC=C12)C1=CC=C(C=C1)CCCC(=O)NC=1C=NC=CC1